1,2-cyclohexylenediaminetetraacetic acid C1CCC(C(C1)N(CC(=O)O)CC(=O)O)N(CC(=O)O)CC(=O)O